2-(bis(3-methoxybenzyl)amino)-N-(4-methoxyphenethyl)thiazole-4-carboxamide COC=1C=C(CN(C=2SC=C(N2)C(=O)NCCC2=CC=C(C=C2)OC)CC2=CC(=CC=C2)OC)C=CC1